N-[4-[5-[[(3aR,5s,6aS)-2-(tetrahydropyran-4-ylmethyl)-3,3a,4,5,6,6a-hexahydro-1H-cyclopenta[c]pyrrol-5-yl]amino]pyrazin-2-yl]phenyl]acetamide O1CCC(CC1)CN1C[C@@H]2[C@H](C1)CC(C2)NC=2N=CC(=NC2)C2=CC=C(C=C2)NC(C)=O